C(C)N1CCC(CC1)C=1N=NC2=CC(=CC(=C2C1)F)C=1C=C(C=2N(N1)C=C(N2)C)OC2=CC=CC=C2 3-(1-Ethylpiperidin-4-yl)-5-fluoro-7-(2-methyl-8-phenoxyimidazo[1,2-b]pyridazin-6-yl)cinnoline